C(CC(O)(C(=O)O)CC(=O)O)(=O)O.C(CC(O)(C(=O)O)CC(=O)O)(=O)O.FC=1C=CC=C2CCO[C@H](C12)CNC (R)-1-(8-fluoroisochroman-1-yl)-N-methyl-methylamine citrate (citrate)